ClC1=CC2=C(N=CN=C2NC2=C(C=C(C(=C2)C)OC2=CC3=C(N(C=N3)C)C=C2)F)C=N1 6-chloro-N-{2-fluoro-5-methyl-4-[(1-methyl-1,3-benzodiazol-5-yl)oxy]phenyl}pyrido[3,4-d]pyrimidin-4-amine